C(C=C)(=O)N1CC(C1)OC=1C=C2C(=NC=NC2=CC1OC)NC=1C=C(C=CC1OC)C1=CC2=C(N=C(S2)NC(=O)C2CC2)C=C1 N-(6-(3-((6-((1-acryloylazetidin-3-yl)oxy)-7-methoxyquinazolin-4-yl)amino)-4-methoxyphenyl)benzo[d]thiazol-2-yl)cyclopropancarboxamide